(3-(dimethylamino)propyl)-2,4,6-triisopropylsulfanilamide CN(CCCC1C(=C(S(=O)(=O)N)C(=CC1(N)C(C)C)C(C)C)C(C)C)C